[Sn].C(CCCCCCC\C=C/CCCCCCCC)N oleylamine tin